(S)-6-(6-Chloro-5-fluoro-2-oxo-1,2-dihydrospiro[benzo[d][1,3]oxazine-4,3'-pyrrolidin]-1'-yl)-N-((6-(1-methylpyrrolidin-2-yl)pyridin-3-yl)methyl)pyridazine-4-carboxamide ClC1=C(C2=C(NC(OC23CN(CC3)C3=CC(=CN=N3)C(=O)NCC=3C=NC(=CC3)[C@H]3N(CCC3)C)=O)C=C1)F